CN(CCOC=1C=CC(=C(C(=O)N[C@H](C)C2=CC(=CC(=C2)C=2C=NN(C2)C)C2=CC=NN2CC(C)C)C1)C)C (R)-5-(2-(dimethylamino)ethoxy)-N-(1-(3-(1-isobutyl-1H-pyrazol-5-yl)-5-(1-methyl-1H-pyrazol-4-yl)phenyl)ethyl)-2-methylbenzamide